C(C)(C)(C)OC(=O)N1CC(C1)=CC1=CC(=NC(=C1)OCC1=CC=CC=C1)OCC1=CC=CC=C1.OC1=C(C(=CC(=C1)C(F)(F)F)C)C1=CC=C(N=N1)C(=O)C1CNCCC1 (6-(2-hydroxy-6-methyl-4-(trifluoromethyl)phenyl)pyridazin-3-yl)(piperidin-3-yl)methanone tert-butyl-3-[(2,6-dibenzyloxy-4-pyridyl)methylene]azetidine-1-carboxylate